1-(tert-butyl)-N-((3-(7-(((3S,4R)-3-fluoro-1-methylpiperidin-4-yl)amino)-3-vinylpyrazolo[1,5-a]pyrazin-2-yl)-1,2,4-oxadiazol-5-yl)methyl)-1H-pyrrole-3-carboxamide C(C)(C)(C)N1C=C(C=C1)C(=O)NCC1=NC(=NO1)C1=NN2C(C=NC=C2N[C@H]2[C@H](CN(CC2)C)F)=C1C=C